copper-nickel-zinc-cobalt [Co].[Zn].[Ni].[Cu]